BrC=1C=C2C(=CN(C2=CC1)C)C=1C=N[C@@H]([C@H](N1)C1=CC=CC=C1)C1=CC=CC=C1 (5R,6R)-3-(5-bromo-1-methyl-1H-indol-3-yl)-5,6-diphenyl-5,6-dihydropyrazine